C(C=C)(=O)N1CC(C1)C=1N=C2N(C=C(C=C2)C2=C3C=NNC3=CC=C2C)C1C(=O)N 2-(1-acryloylazetidin-3-yl)-6-(5-methyl-1H-indazol-4-yl)imidazo[1,2-a]pyridine-3-carboxamide